BrC1=C(C(=CC(=C1)C(C(F)(F)F)(C(F)(F)F)F)Cl)NC(=O)C=1C=CC(=C(C1)NC(C1=C(C=C(C=C1)C#N)C)=O)C#N N-[5-[[[2-bromo-6-chloro-4-[1,2,2,2-tetrafluoro-1-(trifluoromethyl)ethyl]phenyl]amino]carbonyl]-2-cyano-phenyl]-4-cyano-2-methyl-benzamide